C(C)(C)(C)OC(N[C@@H](C(=O)NC1=CC=C(C=C1)C1=NN(C=C1)C)C)=O (R)-tert-butyl(1-((4-(1-methyl-1H-pyrazol-3-yl)phenyl)amino)-1-oxopropan-2-yl)carbamate